NC1=C(SC2=C1C=CC(=C2)F)C(=O)OC methyl 3-amino-6-fluoro-1-benzothiophene-2-carboxylate